NCC1=CC=C(C=C1)C1=CC(=C(C=C1)OCC)S(=O)(=O)N1CCC2(CC(CO2)NC[C@@H](COC=2C=C(C=CC2)S(=O)(=O)NC)O)CC1 3-((2S)-3-(8-(4'-(aminomethyl)-4-ethoxybiphenyl-3-ylsulfonyl)-1-oxa-8-azaspiro[4.5]decan-3-ylamino)-2-hydroxypropoxy)-N-methylbenzenesulfonamide